FC1=C(C=CC(=C1)OC(F)F)C1=CC(=C(N=N1)NC1C[C@@H]2[C@@H](CN(C2)CC2CCOCC2)C1)C(F)(F)F (3aR,5s,6aS)-N-(6-(2-fluoro-4-(difluoromethoxy)phenyl)-4-(trifluoromethyl)pyridazin-3-yl)-2-((tetrahydro-2H-pyran-4-yl)methyl)octahydro-cyclopenta[c]pyrrol-5-amine